FC1=CC=C(OC=2C=C(C=C(C2)OC2=CC=NC=C2)NC(=O)N2CCC(CC2)NC(OC(C)(C)C)=O)C=C1 Tert-butyl (1-((3-(4-fluorophenoxy)-5-(pyridin-4-yloxy)phenyl)carbamoyl)piperidin-4-yl)carbamate